NC1=C(C=C(C=C1C(C)(C)C)C(C)(C)C)O 2-amino-3,5-di-tert-butylphenol